octahydro-6H-pyrrolo[3,4-b]pyridine N1C2C(CCC1)CNC2